COC=1C=C(N)C=CC1OCC=1C=NC(=CC1)C 3-methoxy-4-((6-methylpyridin-3-yl)methoxy)aniline